methyl (S)-4-(3-(4-(2-((tert-butoxycarbonyl) amino)-3-methoxy-3-oxopropyl) phenyl) ureido)-5,6-dihydro-2H-pyran-3-carboxylate C(C)(C)(C)OC(=O)N[C@@H](CC1=CC=C(C=C1)NC(NC1=C(COCC1)C(=O)OC)=O)C(=O)OC